Ethyl (R)-4-(2-amino-3-phenylpropoxy)-2,6-dimethoxynicotinate N[C@@H](COC1=CC(=NC(=C1C(=O)OCC)OC)OC)CC1=CC=CC=C1